N1CCC(CC1)N1CCNCC1 (4-piperidinyl)-piperazine